OCCCCN(CCCCCCC(C(=O)O)(CCCCCCCC)CCCCCC)CCCCCCC(C(=O)O)(CCCCCCCC)CCCCCC.BrC=1C(=NNC1C)[C@@H](CCC1(OCCCO1)C)O |r| (rac)-1-(4-bromo-5-methyl-1H-pyrazol-3-yl)-3-(2-methyl-1,3-dioxan-2-yl)propan-1-ol ((4-hydroxy-butyl)azanediyl)bis(hexan-6,1-diyl)bis(2-hexyldecanoat)